3-(4-((2-aminoethyl)amino)-1,2,5-oxadiazol-3-yl)-4-(3-(difluoromethyl)-4-fluorophenyl)-1,2,4-oxadiazol-5(4H)-one NCCNC=1C(=NON1)C1=NOC(N1C1=CC(=C(C=C1)F)C(F)F)=O